tert-butyl ((1R,5S,6r)-(5-(3-cyano-6-ethoxypyrazolo[1,5-a]pyridin-4-yl)pyridin-2-yl)-3-azabicyclo[3.1.1]heptan-6-yl)carbamate C(#N)C=1C=NN2C1C(=CC(=C2)OCC)C=2C=CC(=NC2)[C@]21CNC[C@@H]([C@H]2NC(OC(C)(C)C)=O)C1